2'-((1-phenyl-1H-1,2,3-triazol-4-yl)methyl)-2',3'-dihydro-4'H-spiro[cyclohexane-1,1'-isoquinolin] C1(=CC=CC=C1)N1N=NC(=C1)CN1C2(C3=CC=CC=C3CC1)CCCCC2